C1(CCCCC1)C1=CC=CC(=N1)CN(C(OCC1=CC=CC=C1)=O)C=1C=C2C=NN(C(C2=CC1)=O)COCC[Si](C)(C)C benzyl ((6-cyclohexylpyridin-2-yl)methyl)(1-oxo-2-((2-(trimethylsilyl)ethoxy)methyl)-1,2-dihydrophthalazin-6-yl)carbamate